((2R,6R)-2,6-dimethylmorpholino)(4-(7-(2-(2-hydroxypropan-2-yl)pyridin-4-yl)furo[3,2-b]pyridin-2-yl)phenyl)methanone C[C@H]1O[C@@H](CN(C1)C(=O)C1=CC=C(C=C1)C1=CC2=NC=CC(=C2O1)C1=CC(=NC=C1)C(C)(C)O)C